CC1=CC(=NN1C=1C=C2C=CN(C2=CC1)CC1=CC=C(C=C1)C1=CC=C(C=C1)S(=O)(=O)CCN1CCN(CC1)C)C(=O)N 5-methyl-1-(1-((4'-((2-(4-methylpiperazin-1-yl)ethyl)sulfonyl)-[1,1'-biphenyl]-4-yl)methyl)-1H-indol-5-yl)-1H-pyrazole-3-carboxamide